ClC1=C(C=CC(=C1)OC(F)(F)F)[C@H]1[C@@H](O[C@](C1)(C(F)(F)F)C)C(=O)NC1=CC(=NC=C1)C(=O)OC |r| methyl rac-4-((2R,3S,5R)-3-(2-chloro-4-(trifluoromethoxy)phenyl)-5-methyl-5-(trifluoromethyl)tetrahydrofuran-2-carboxamido)picolinate